2-[(6-bromo-3-morpholinosulfonyl-4-quinolyl)amino]-6-hydroxy-benzoic acid BrC=1C=C2C(=C(C=NC2=CC1)S(=O)(=O)N1CCOCC1)NC1=C(C(=O)O)C(=CC=C1)O